5-(1-methyl-9-(4-methylbenzyl)-9H-pyrido[3,4-b]indol-3-yl)oxazole CC1=NC(=CC2=C1N(C1=CC=CC=C21)CC2=CC=C(C=C2)C)C2=CN=CO2